FC(C(=O)O)(F)F.C1NCC12CCC(CC2)=O 2-azaspiro[3.5]nonan-7-one trifluoroacetic acid salt